6-cyclopropaneamido-4-{[5-methoxy-6-(2-methyl-2H-1,2,3-triazol-4-yl)pyrimidin-4-yl]amino}-N-(2H3)methylpyridazine-3-carboxamide C1(CC1)C(=O)NC1=CC(=C(N=N1)C(=O)NC([2H])([2H])[2H])NC1=NC=NC(=C1OC)C1=NN(N=C1)C